FC1=CC=C(C=C1)N1CCN(CC1)CCC[C@@H]1NC(C2(C1)CCN(CC2)S(=O)(=O)C)=O (S)-3-(3-(4-(4-fluorophenyl)piperazin-1-yl)propyl)-8-(methylsulfonyl)-2,8-diazaspiro[4.5]decan-1-one